OCCC=1OC2=C(C1CCNC(OC(C)(C)C)=O)C=CC(=C2)OC tert-butyl (2-(2-(2-hydroxyethyl)-6-methoxybenzofuran-3-yl)ethyl)carbamate